tert-butyl 3-(7-(hydroxymethyl)benzofuran-2-yl)benzylcarbamate OCC1=CC=CC=2C=C(OC21)C=2C=C(CNC(OC(C)(C)C)=O)C=CC2